COC(=O)[C@H](CCCCN)NC(=O)OCC1=CC=CC=C1.Cl Z-L-lysine methyl ester hydrochloride